(3-(2-(2-methoxyethoxy)ethoxy)propionyl)-L-lysine COCCOCCOCCC(=O)N[C@@H](CCCCN)C(=O)O